N6-(3-iodobenzyl)-adenine IC=1C=C(CNC2=C3NC=NC3=NC=N2)C=CC1